C(C)(C)(C)OC(=O)NCCN (t-Butoxycarbonyl)-1,2-ethylenediamine